2-(2-bromo-6-fluoro-3-methoxyphenyl)-1,3-dioxolane BrC1=C(C(=CC=C1OC)F)C1OCCO1